C(C)(=O)OC1=CC=C(C=CCCCOCCCC=CC2=CC=C(C=C2)OC(C)=O)C=C1 4-acetoxycinnamylethyl ether